NC1=NC2=CC=C(C=C2C=N1)C=1C(=C(C=CC1F)NS(=O)(=O)C1=CC(=C(C=C1)Cl)F)F N-(3-(2-aminoquinazolin-6-yl)-2,4-difluorophenyl)-4-chloro-3-fluorobenzenesulfonamide